di(ethoxy)ethyl-silane C(C)OC(C[SiH3])OCC